2-{(2S,3R)-2-({3-[(3-chloro-6-fluoropyridin-2-yl)oxy]-2-fluorophenyl}methyl)-4,4-difluoro-3-[(methanesulfonyl)amino]pyrrolidin-1-yl}-2-oxoethyl acetate C(C)(=O)OCC(=O)N1[C@H]([C@H](C(C1)(F)F)NS(=O)(=O)C)CC1=C(C(=CC=C1)OC1=NC(=CC=C1Cl)F)F